BrC1=CC=C(C=C1)N1N=C(C(=C1)C1OC(C(N1CCC=1C=C2CC(NC2=CC1)=O)=O)C)C1=NC=C(C=C1)F 2-(1-(4-Bromophenyl)-3-(5-fluoropyridin-2-yl)-1H-pyrazol-4-yl)-5-methyl-3-(2-(2-oxoindolin-5-yl)ethyl)oxazolidin-4-one